C(\C=C/C)(=O)OC(C)C1=C(C(=CC=C1)OC)F (Z)-2-(2-fluoro-3-methoxyphenyl)-2-ethyl crotonate